N,N'-dimethylethyleneurea CN1CCN(C1=O)C